FC(=C(F)F)C1=CC=C(C=C1)C=O 1-(Trifluorovinyl)-4-(formyl)benzene